C=1N=CN2C1C=C(C=C2)CO imidazo[1,5-a]pyridin-7-yl-methanol